C1(CCCCC1)(CO)CO 1,1-Cyclohexandimethanol